7-((4-(dimethylamino)cyclohexyl)amino)-1-oxido-3-(2,2,2-trifluoroethyl)benzo[b]thiophen CN(C1CCC(CC1)NC1=CC=CC2=C1S(C=C2CC(F)(F)F)=O)C